COC(=O)C1CC2=C(SC(=C2C(C2=C(C=CC=C2)Br)=O)NC(CN)=O)C1 2-(2-Aminoacetamido)-3-(2-bromobenzoyl)-4H,5H,6H-cyclopenta[b]thiophene-5-carboxylic acid methyl ester